OC1=C(C=O)C=C(C(=C1)OCC1=C(C(=CC=C1)C1=CC2=C(C=C1)OCCO2)C#N)Br 2-hydroxy-4-(2-cyano-3-(3,4-ethylenedioxyphenyl)benzyloxy)-5-bromobenzaldehyde